C1(=CC=CC=C1)[Pt](C1=CC=CC=C1)(Cl)Cl diphenylplatinum dichloride